4-(8-ethyl-3,8-diazabicyclo[3.2.1]octan-3-yl)-N-(7-fluoro-2-methylimidazo[1,2-a]pyridin-6-yl)-2,3-dihydro-1H-pyrrolo[2,3-b]pyridine-1-carboxamide formate C(=O)O.C(C)N1C2CN(CC1CC2)C2=C1C(=NC=C2)N(CC1)C(=O)NC=1C(=CC=2N(C1)C=C(N2)C)F